C(C)(C)(C)OC(C1=CC=C(C=C1)NC([C@H](CC1=CC=CC=C1)N1N=CC(=CC1=O)C1=C(C(=CC=C1F)Cl)F)=O)=O (S)-4-(2-(4-(3-chloro-2,6-difluorophenyl)-6-oxopyridazin-1(6H)-yl)-3-phenylpropionamido)benzoic acid tert-butyl ester